(2S)-2-[[6-[3-(acetamidomethyl)phenoxy]pyridine-3-carbonyl]amino]-5,5-dimethyl-hexanoic acid C(C)(=O)NCC=1C=C(OC2=CC=C(C=N2)C(=O)N[C@H](C(=O)O)CCC(C)(C)C)C=CC1